N-((4-bromophenyl)sulfonyl)-3-((2,6-dimethylbenzyl)oxy)-4-nitrobenzamide BrC1=CC=C(C=C1)S(=O)(=O)NC(C1=CC(=C(C=C1)[N+](=O)[O-])OCC1=C(C=CC=C1C)C)=O